C(C)(C)(C)C1=CN(C=C1)S(=O)(=O)C1=CC=CC=C1 3-(tert-butyl)-1-(phenylsulfonyl)-1H-pyrrole